3-(4-((6aR,7R,10aS)-9-cyano-4-(2-fluorophenyl)-7,10a-dimethyl-8-oxo-5,6,6a,7,8,10a-hexahydrobenzo[h]quinazolin-2-yl)pyridin-2-yl)propionic acid C(#N)C1=C[C@@]2([C@H](CCC=3C(=NC(=NC23)C2=CC(=NC=C2)CCC(=O)O)C2=C(C=CC=C2)F)[C@H](C1=O)C)C